1-ethyl-2,3,4,5-tetramethyltriazole C(C)N1N(N(C(=C1C)C)C)C